1-(4-(8-Chloro-6-fluoro-7-(3-hydroxynaphthalen-1-yl)-4-(((S)-1-methylpyrrolidin-2-yl)methoxy)-1H-[1,2,3]triazolo[4,5-c]quinolin-1-yl)piperidin-1-yl)prop-2-en-1-one ClC1=CC=2C3=C(C(=NC2C(=C1C1=CC(=CC2=CC=CC=C12)O)F)OC[C@H]1N(CCC1)C)N=NN3C3CCN(CC3)C(C=C)=O